ClC1=C(C(=C(CNC(C(C)C)=O)C=C1)F)C=1NC(C=C(N1)C=1C=NC(=CC1)C#CC1CC1)=O N-(4-chloro-3-{4-[6-(cyclopropylethynyl)pyridin-3-yl]-6-oxo-1,6-dihydropyrimidin-2-yl}-2-fluorobenzyl)isobutyramide